BrC=1C=C2C(=NC=3N(C2=CC1OC)N=CC3)N[C@H](C)C=3C=C(C=CC3)C(CO)(F)F (R)-2-(3-(1-((7-bromo-8-methoxypyrazolo[1,5-a]quinazolin-5-yl)amino)ethyl)phenyl)-2,2-difluoroethan-1-ol